S1C(=NN=C1)OC(=O)C1CCCCC1 1,3,4-thiadiazol-2-yl-cyclohexane-1-carboxylate